2-cyano-3-cyclopropyl-N-(2-(3-(2-(5-methyl-[1,1'-biphenyl]-2-yl)-1H-pyrrolo[2,3-b]pyridin-3-yl)propanamido)ethyl)acrylamide C(#N)C(C(=O)NCCNC(CCC1=C(NC2=NC=CC=C21)C2=C(C=C(C=C2)C)C2=CC=CC=C2)=O)=CC2CC2